CC(C[C@H](COC1=NC(=NC(=C1C)C1=C(C=CC=C1C)C)NS(=O)(=O)C=1C=C(C(=O)O)C=CC1)NC=1C=NN(C1)C)(C)C 3-[[4-[(2R)-4,4-Dimethyl-2-[(1-methylpyrazol-4-yl)amino]pentoxy]-6-(2,6-dimethylphenyl)-5-methyl-pyrimidin-2-yl]sulfamoyl]benzoic acid